N-[3-(2'-cyclopropylmethoxy-6-oxo-1,6-dihydro-[4,5'-bipyrimidin]-2-yl)-4-(trifluoromethyl)benzyl]isobutyramide C1(CC1)COC1=NC=C(C=N1)C=1N=C(NC(C1)=O)C=1C=C(CNC(C(C)C)=O)C=CC1C(F)(F)F